NC=1C=C(C=C(C1)C(F)(F)F)[C@@H](C)NC(=O)C1=NN(C(C=C1)=O)C1=C(C=CC(=C1)C=1N(N=NC1)C)F N-[(1R)-1-[3-amino-5-(trifluoromethyl)phenyl]ethyl]-1-[2-fluoro-5-(3-methyltriazol-4-yl)phenyl]-6-oxo-pyridazine-3-carboxamide